[N+](=O)([O-])C1=C2C=CN=CC2=C(C=C1)CCO 2-(5-Nitroisoquinolin-8-yl)ethan-1-ol